CC(C(=O)O)(C)C 2,2-dimethyl-Propanoic Acid